tert-butyl N-[2-[2-[2-[2-[(3-methoxy-4-nitro-phenyl)sulfonylamino]ethoxy]ethoxy]ethoxy]-ethyl]carbamate COC=1C=C(C=CC1[N+](=O)[O-])S(=O)(=O)NCCOCCOCCOCCNC(OC(C)(C)C)=O